6-bromo-2-(methoxymethyl)-1-methyl-1H-indole BrC1=CC=C2C=C(N(C2=C1)C)COC